1,N-diethyl-p-phenylenediamine oxalate C(C(=O)O)(=O)O.C(C)C1(CC=C(C=C1)N)NCC